ClC=1C(=NC(=NC1)NC=1C=C2CCNCC2=CC1)NC1=CC=C2C(OC(C2=C1)=O)(C)C 6-((5-chloro-2-((1,2,3,4-tetrahydroisoquinolin-6-yl)amino)pyrimidin-4-yl)amino)-3,3-dimethylisoBenzofuran-1(3H)-on